BrC=1C(=C(C=CC1)C1=NC(=C(C=O)C(=C1)OC)Cl)Cl 6-(3-bromo-2-chlorophenyl)-2-chloro-4-methoxynicotinaldehyde